tert-butyl N-[3-methyl-5-[[2-[5-methyl-2-(2-thienyl)-1-piperidyl]-2-oxo-acetyl]amino]-2-pyridyl]carbamate CC=1C(=NC=C(C1)NC(C(=O)N1C(CCC(C1)C)C=1SC=CC1)=O)NC(OC(C)(C)C)=O